CN1C=2N(CC(C1)CN)N=CC2CC2=CC(=CC=C2)C(F)(F)F (4-methyl-3-(3-(trifluoromethyl)benzyl)-4,5,6,7-tetrahydropyrazolo[1,5-a]pyrimidin-6-yl)methylamine